2-[m-(cyclohexyloxy)phenylamino]-4-(3-quinolylamino)pyrimidine C1(CCCCC1)OC=1C=C(C=CC1)NC1=NC=CC(=N1)NC=1C=NC2=CC=CC=C2C1